2-(4-tert-butyl-3,5-difluoro-2-methyl-phenyl)-4,4,5,5-tetramethyl-1,3,2-dioxaborolane C(C)(C)(C)C1=C(C(=C(C=C1F)B1OC(C(O1)(C)C)(C)C)C)F